ClC1=CC=C(C=C1)C1=NN(C[C@@H]1C1=CC=CC=C1)C(NCCS(=O)(=O)N1CCNCC1)=NS(=O)(=O)C1=CC=C(C=C1)C(F)(F)F (S)-3-(4-chlorophenyl)-4-phenyl-N-(2-(piperazin-1-ylsulfonyl)ethyl)-N'-((4-(trifluoromethyl)phenyl)sulfonyl)-4,5-dihydro-1H-pyrazole-1-carboximidamide